(S)-1-((4-(pyridin-2-yl)butyryl)-L-alanyl)pyrrolidine-2-carboxamide N1=C(C=CC=C1)CCCC(=O)N[C@@H](C)C(=O)N1[C@@H](CCC1)C(=O)N